O=C1NC(CCC1C1=C(C=C(C=C1)N1CCC(CC1)C(=O)OC(C)(C)C)F)=O tert-butyl 1-[4-(2,6-dioxopiperidin-3-yl)-3-fluorophenyl]piperidine-4-carboxylate